4-chlorobenzyl (4-((6-ethylnicotinamido)meth-yl)phenyl)carbamate C(C)C1=NC=C(C(=O)NCC2=CC=C(C=C2)NC(OCC2=CC=C(C=C2)Cl)=O)C=C1